O=C(C(=O)O)CC1=CC=CC=C1 alpha-oxophenylpropionic acid